bis(2,3-dihydroxypropyl)-5-[N-(2,3-dihydroxypropyl)-acetamido]-2,4,6-triiodoisophthalamide OC(CNC(C=1C(=C(C(=O)NCC(CO)O)C(=C(C1I)N(C(C)=O)CC(CO)O)I)I)=O)CO